C(C1=CC=CC=C1)OC=1C=C2CCN(C(C2=CC1)C1=CC=C(OCCN2CCN(CC2)CCOCC(=O)OCC)C=C1)C1=CC=CC=C1 ethyl 2-[2-[4-[2-[4-(6-benzyloxy-2-phenyl-3,4-dihydro-1H-isoquinolin-1-yl)phenoxy]ethyl]piperazin-1-yl]ethoxy]acetate